C1(CC1)C1=NOC(=C1C(=O)N1C[C@@]2(CC1)C=C(C(C(C2)(C)C)=O)C#N)C (5S)-2-(3-cyclopropyl-5-methyl-1,2-oxazole-4-carbonyl)-9,9-dimethyl-8-oxo-2-azaspiro[4.5]dec-6-ene-7-carbonitrile